BrC=1C=CC=C2CCC(CC12)=O 8-bromotetralin-2-one